(2S,Z)-4-(4'-(2-amino-3-hydroxypropoxy)-[1,1'-biphenyl]-4-yl)-4-fluoro-2-(2-((S)-1-hydroxyethyl)-1H-imidazol-1-yl)but-3-en-1-ol NC(COC1=CC=C(C=C1)C1=CC=C(C=C1)/C(=C/[C@@H](CO)N1C(=NC=C1)[C@H](C)O)/F)CO